N1=C(C(=CC=C1)COC1=CN=C(C=C1C=O)OC)C=1C=NC=CC1 5-([2,3'-bipyridin]-3-ylmethoxy)-2-methoxyisonicotinaldehyde